benzyl ((naphthalen-1-yloxy) (perfluorophenoxy) phosphoryl)-L-alaninate C1(=CC=CC2=CC=CC=C12)OP(=O)(OC1=C(C(=C(C(=C1F)F)F)F)F)N[C@@H](C)C(=O)OCC1=CC=CC=C1